(R)-1-(4-((1-(3-(difluoromethyl)-2-fluorophenyl)ethyl)amino)-7-methoxy-2-(methylthio)pyrido[2,3-d]pyrimidin-6-yl)cyclopropane-1-carbonitrile FC(C=1C(=C(C=CC1)[C@@H](C)NC=1C2=C(N=C(N1)SC)N=C(C(=C2)C2(CC2)C#N)OC)F)F